(1R,2S)-2-(((2,4-dimethylpyrimidin-5-yl)oxy)methyl)-2-(3-fluorophenyl)-N-(5-fluoropyridin-2-yl)cyclopropanecarboxamide fumarate salt C(\C=C\C(=O)O)(=O)O.CC1=NC=C(C(=N1)C)OC[C@@]1([C@@H](C1)C(=O)NC1=NC=C(C=C1)F)C1=CC(=CC=C1)F